(2-amino-6-(3-fluoro-2-(2-fluoroethyl)phenyl)imidazo[1,2-a]pyridin-3-yl)((1s,2s)-2-fluorocyclopropyl)methanone NC=1N=C2N(C=C(C=C2)C2=C(C(=CC=C2)F)CCF)C1C(=O)[C@H]1[C@H](C1)F